(1R,2R)-2-{3-[4-(difluoromethyl)-2-(methoxymethoxy)phenyl]-4,6-dimethyl-5,6,7,8-tetrahydro-9H-pyridazino[3,4-e][1,4]diazepin-9-yl}cyclohexan-1-ol FC(C1=CC(=C(C=C1)C1=C(C2=C(N(CCN(C2)C)[C@H]2[C@@H](CCCC2)O)N=N1)C)OCOC)F